COCC12CN(CC(CC1)C2)C(=O)OC(C)(C)C tert-butyl 1-(methoxymethyl)-3-azabicyclo[3.2.1]octane-3-carboxylate